C1(C=CC=C1)[Zr]C1C=CC2=C(C=CC(=C12)C)C cyclopentadienyl-(4,7-dimethylindenyl)zirconium